FC1=C(C(=CC=C1F)F)[C@H]1CC=2N(C(NC2CCC(=O)O)=S)C1 (R)-3-(6-(2,3,6-trifluorophenyl)-3-thioxo-2,5,6,7-tetrahydro-3H-pyrrolo[1,2-c]imidazol-1-yl)propanoic acid